ClC1=CC=2C(=C3N(C(C(C=4C=CC=CC34)(C[Se]C#N)C)=O)C2C=C1)C1=CC=CC=C1 10-chloro-5-methyl-12-phenyl-5-(selenocyanatomethyl)indolo[2,1-a]isoquinolin-6(5H)-one